(S)-5-amino-6-((oxetan-2-ylmethyl)amino)cyanopyridine NC=1C=CC(=NC1NC[C@H]1OCC1)C#N